7-chloro-4-(1-(4-(dimethylamino)cyclohexane-1-carbonyl)piperidin-4-yl)-1-methyl-1,4-dihydropyrido[2,3-b]pyrazine-2,3-dione ClC1=CC2=C(N(C(C(N2C)=O)=O)C2CCN(CC2)C(=O)C2CCC(CC2)N(C)C)N=C1